OCCN(S(=O)(=O)C1=CC(=C(C=C1)NCC#CC=1N(C2=CC=CC(=C2C1)NC1CCN(CC1)CC(C)O)CC(F)(F)F)OC)CCO N,N-bis(2-hydroxyethyl)-4-{[3-(4-{[1-(2-hydroxypropyl)piperidin-4-yl]amino}-1-(2,2,2-trifluoroethyl)-1H-indol-2-yl)prop-2-yn-1-yl]amino}-3-methoxybenzene-1-sulfonamide